2-(3-Isothiocyanatophenyl)-1H-benzo[d]imidazole N(=C=S)C=1C=C(C=CC1)C1=NC2=C(N1)C=CC=C2